tert-butyl (3-(difluoromethyl)-4-(4,4,5,5-tetramethyl-1,3,2-dioxaborolan-2-yl)benzyl)carbamate FC(C=1C=C(CNC(OC(C)(C)C)=O)C=CC1B1OC(C(O1)(C)C)(C)C)F